C(C)OC(C(=CC1=C(C=CC(=C1)C)Br)N=[N+]=[N-])=O 2-azido-3-(2-bromo-5-methylphenyl)acrylic acid ethyl ester